(±)-2,2-dimethyl-4-hydroxymethyl-1,3-dioxolane CC1(OC[C@H](O1)CO)C |r|